1,8-diazabicyclo(4.5.0)undecene N12C=CCCC2CNCCC1